ClC=1C=NN(C1C1=NN2C(N(C(CC2)=O)CC2=CC=C(C=C2)C2=NC=CC=C2OC(C)C)=N1)C(C)C 2-(4-chloro-1-isopropyl-1H-pyrazol-5-yl)-4-(4-(3-isopropoxypyridin-2-yl)benzyl)-6,7-dihydro-[1,2,4]triazolo[1,5-a]pyrimidin-5(4H)-one